2-(4-amino-2,6-dichlorophenyl)-2-(4-chlorophenyl)acetonitrile NC1=CC(=C(C(=C1)Cl)C(C#N)C1=CC=C(C=C1)Cl)Cl